FC1=CC=C(C=C1)C(CN1CCC(CC1)CN(C(=O)NC1=NC=C(C=C1)OC)C)=O 1-((1-(2-(4-fluorophenyl)-2-oxoethyl)piperidin-4-yl)methyl)-3-(5-methoxypyridin-2-yl)-1-methylurea